dichloropalladium Cl[Pd]Cl